7-methylisothiazolo[4,5-b]Pyridine-3-carboxylic acid CC1=C2C(=NC=C1)C(=NS2)C(=O)O